(tetramethylcyclopentadienyl)(1-cyclododecylamino)dimethyl-titanium CC=1C(=C(C(C1)(C)[Ti](C)(C)NC1CCCCCCCCCCC1)C)C